O=C1NC2(C3=C1SC(=C3)NC=3C1=C(N=CN3)SC3=C1CCC(C3)C(=O)O)CCCCC2 4-((6'-oxo-5',6'-dihydrospiro[cyclohexane-1,4'-thieno[2,3-c]pyrrol]-2'-yl)amino)-5,6,7,8-tetrahydrobenzo[4,5]thieno[2,3-d]pyrimidine-7-carboxylic acid